FC=1C(=C(C=CC1)NC1=C(NC2=C1C(NCC2)=O)C2=C(C=NC=C2)OCC(C)(C)NC(OC(C)(C)C)=O)OC tert-butyl N-{1-[(4-{3-[(3-fluoro-2-methoxyphenyl)amino]-4-oxo-1H,5H,6H,7H-pyrrolo[3,2-c]pyridin-2-yl}pyridin-3-yl)oxy]-2-methylpropan-2-yl}carbamate